N1(N=CN=C1)C=1C=C2C(=NC1)NC=N2 6-(1H-1,2,4-triazol-1-yl)-3H-imidazo[4,5-b]Pyridine